(S)-1-(3-(7-acetyl-4-amino-3-((2,6-difluoro-3,5-dimethoxybenzyl)oxy)-1H-pyrazolo[4,3-c]pyridin-1-yl)pyrrolidin-1-yl)prop-2-en-1-one C(C)(=O)C=1C2=C(C(=NC1)N)C(=NN2[C@@H]2CN(CC2)C(C=C)=O)OCC2=C(C(=CC(=C2F)OC)OC)F